trans-(4-(3,4-dihydroisoquinolin-2(1H)-yl)-5-hydroxyazepan-1-yl)(6-((1-methylpiperidin-4-yl)amino)pyrimidin-4-yl)methanone C1N(CCC2=CC=CC=C12)[C@@H]1CCN(CC[C@H]1O)C(=O)C1=NC=NC(=C1)NC1CCN(CC1)C